trimethyl-1,4,7-triazabicyclononane CC1C(N(CCNCCN1)C1CCCCCCCC1)(C)C